tert-butyl (2S,4S)-4-((7-bromo-2,6-dichloro-8-fluoro-3-nitroquinolin-4-yl)amino)-2-(cyanomethyl)piperidine-1-carboxylate BrC1=C(C=C2C(=C(C(=NC2=C1F)Cl)[N+](=O)[O-])N[C@@H]1C[C@H](N(CC1)C(=O)OC(C)(C)C)CC#N)Cl